N1C(=NCC2=CC=CC=C12)SCC=1N2C(SC1)=N[C@@H](C2)CC2=CC=C(C=C2)OC (R)-3-(((1,4-dihydroquinazolin-2-yl)thio)methyl)-6-(4-methoxybenzyl)-5,6-dihydroimidazo[2,1-b]thiazole